2-(3-(trifluoromethyl)azetidin-1-yl)-N-((2-(trifluoromethyl)pyridin-3-yl)methyl)pyrido[2,3-d]pyrimidin-4-amine FC(C1CN(C1)C=1N=C(C2=C(N1)N=CC=C2)NCC=2C(=NC=CC2)C(F)(F)F)(F)F